OC=1C=C(C=CC1[N+](=O)[O-])N1CCC(CC1)N1CCC(CC1)CNC(OC(C)(C)C)=O tert-butyl ((1'-(3-hydroxy-4-nitrophenyl)-[1,4'-bipiperidin]-4-yl)methyl)carbamate